C(=C)C1=CC=C(CN2N=NN=C2CCCCCCCCCCC2=NN=NN2CC2=CC=C(C=C2)C=C)C=C1 5,5'-decamethylenebis[1-(4-vinylbenzyl)-1H-tetrazole]